FC1=C(C(=CC(=C1F)F)F)[B-](C1=C(C(=C(C=C1F)F)F)F)(C1=C(C(=C(C=C1F)F)F)F)C1=C(C(=C(C=C1F)F)F)F.C(C)[NH+](CC)C1=CC=CC=C1 N,N-diethylphenylammonium tetra(2,3,4,6-tetrafluorophenyl)borate